(3R)-N-[3-[2-(azetidin-3-ylamino)-8-methyl-7-oxopyrido[2,3-d]pyrimidin-6-yl]-2,4-difluorophenyl]-3-fluoropyrrolidine-1-sulfonamide hydrochloride Cl.N1CC(C1)NC=1N=CC2=C(N1)N(C(C(=C2)C=2C(=C(C=CC2F)NS(=O)(=O)N2C[C@@H](CC2)F)F)=O)C